C(C)(C)(C)OC[C@H]1C(N([C@H](C(N1CC1=NC=CC=C1)=O)C)C)=O (3S,6S)-3-(tert-Butoxymethyl)-1,6-dimethyl-4-(pyridin-2-ylmethyl)piperazine-2,5-dione